CN(C1=NN=C(O1)C=1C(=C2C(=NC=NN2C1)NC=1C(=CC(=C(C(=O)NOC)C1)F)F)C(C)C)C 5-[6-(5-Dimethylamino-[1,3,4]oxadiazol-2-yl)-5-isopropyl-pyrrolo[2,1-f][1,2,4]triazin-4-ylamino]-2,4-difluoro-N-methoxy-benzamide